C(=O)\C(=C/C(=O)[O-])\C 3-formylcrotonate